C1(=CC=CC=C1)P(CCS(=O)(=O)O)C1=CC=CC=C1 2-(di-phenylphosphino)ethane-1-sulfonic acid